C(#N)N1C[C@@H](CC1)NC(C1=CC(=C(C=C1)N1C=NC(=C1)C)F)=O (R)-N-(1-cyanopyrrolidin-3-yl)-3-fluoro-4-(4-methyl-1H-imidazol-1-yl)benzamide